methyl 2-(((2-amino-5-methoxy-4-(trifluoromethyl)phenyl)thio)methyl)-5,5-difluorohexanoate NC1=C(C=C(C(=C1)C(F)(F)F)OC)SCC(C(=O)OC)CCC(C)(F)F